Sodium (3-((4-cyano-3-fluorophenoxy)methyl)-1-((2,4-dichlorophenyl)sulfonyl)azetidin-3-yl)methyl phosphate P(=O)(OCC1(CN(C1)S(=O)(=O)C1=C(C=C(C=C1)Cl)Cl)COC1=CC(=C(C=C1)C#N)F)([O-])[O-].[Na+].[Na+]